(R)-1-(4-(4-((1-(2-methyl-3-(trifluoromethyl)phenyl)ethyl)amino)quinolin-6-yl)-1,4-diazepan-1-yl)ethan-1-one CC1=C(C=CC=C1C(F)(F)F)[C@@H](C)NC1=CC=NC2=CC=C(C=C12)N1CCN(CCC1)C(C)=O